(±)-tert-butyl N-[3-[1-(acetylsulfamoyl)-4-[(4,5-dichloro-1-methyl-indole-2-carbonyl) amino]-4-piperidyl]phenyl]carbamate C(C)(=O)NS(=O)(=O)N1CCC(CC1)(NC(=O)C=1N(C2=CC=C(C(=C2C1)Cl)Cl)C)C=1C=C(C=CC1)NC(OC(C)(C)C)=O